((2,2-Difluorocyclopropyl)methyl)-3-((diphenylmethylene)amino)thieno[2,3-d]pyridazin-4(5H)-one FC1(C(C1)CC1=C(C2=C(C=NNC2=O)S1)N=C(C1=CC=CC=C1)C1=CC=CC=C1)F